C(C(=C)C)(=O)OC(COC1=CC=C(C=C1)C(C)(C)C1=CC=C(C=C1)OCC(C)OC(C(=C)C)=O)C 2,2-Bis[4-(2-methacryloxypropoxy)phenyl]propane